trans-2-(4-((4-(2-Isopropylthiazol-5-yl)pyridin-2-yl)((4-(4-methoxy-3-methylphenyl)bicyclo[2.2.2]octan-1-yl)methyl)carbamoyl)cyclohexyl)acetic acid C(C)(C)C=1SC(=CN1)C1=CC(=NC=C1)N(C(=O)[C@@H]1CC[C@H](CC1)CC(=O)O)CC12CCC(CC1)(CC2)C2=CC(=C(C=C2)OC)C